methyl 4-(4-amino-3-carbamoyl-pyrazol-1-yl)benzoate NC=1C(=NN(C1)C1=CC=C(C(=O)OC)C=C1)C(N)=O